ClC1=CC=C(C(=N1)C1=NC2=C(C(=NC(=C2)C(F)(F)F)I)N1C)SCC 2-[6-chloro-3-(ethylsulfanyl)pyridin-2-yl]-4-iodo-3-methyl-6-(trifluoromethyl)-3H-imidazo[4,5-c]pyridine